S(=O)([O-])[O-].[NH4+].[Pt+2].[Rh+3].S(=O)([O-])[O-].S(=O)([O-])[O-] rhodium platinum ammonium sulfite